3-fluoro-4-(furo[3,2-c]pyridin-4-yl)-N-[trans-4-(2-hydroxy-2-methylpropyloxy)cyclohexyl]benzamide FC=1C=C(C(=O)N[C@@H]2CC[C@H](CC2)OCC(C)(C)O)C=CC1C1=NC=CC2=C1C=CO2